4-oxo-6-((3-(trifluoromethyl)benzyl)amino)1,4-dihydroquinoline-3-carboxylic acid O=C1C(=CNC2=CC=C(C=C12)NCC1=CC(=CC=C1)C(F)(F)F)C(=O)O